FC(C(=O)O)(F)F.FC(C(=O)O)(F)F.FC(C(=O)O)(F)F.FC(C(=O)O)(F)F.C1(=CC=CC2=CC=CC=C12)CC(=O)N naphthyl-ethanamide tetrakistrifluoroacetate